9-aza-3-oxo-bicyclo[3.3.1]nonane O=C1CC2CCCC(C1)N2